6-(2,6-Dichlorophenyl)-2-{[3-(hydroxymethyl)phenyl]amino}-8-methylpyrido[2,3-D]pyrimidin-7(8H)-one ClC1=C(C(=CC=C1)Cl)C1=CC2=C(N=C(N=C2)NC2=CC(=CC=C2)CO)N(C1=O)C